tert-butyl-6-(7'-fluoro-1'-(4-methoxybenzyl)-2'-oxospiro[cyclopropane-1,3'-indolin]-5'-yl)-3-methyl-3,4-dihydropyridine-1(2H)-carboxylate C(C)(C)(C)OC(=O)N1CC(CC=C1C=1C=C2C3(C(N(C2=C(C1)F)CC1=CC=C(C=C1)OC)=O)CC3)C